C(C)(C)(C)OC(=O)N1C2=C(OCC1)C=CC(=C2)C(C(=O)O)CO 2-(4-(tert-Butoxycarbonyl)-3,4-dihydro-2H-benzo[b][1,4]oxazin-6-yl)-3-hydroxypropionic acid